N-(5-iodoquinolin-8-yl)-2-(4-methylbenzyl)-3-butenamide IC1=C2C=CC=NC2=C(C=C1)NC(C(C=C)CC1=CC=C(C=C1)C)=O